CN1CC2C(C(C1)C2)C(=O)NC=2SC1=C(N2)C=CC(=C1)C1=CC=NC=C1 3-methyl-N-(6-(pyridin-4-yl)benzo[d]thiazol-2-yl)-3-azabicyclo[3.1.1]heptane-6-carboxamide